(2R,3S)-2-Amino-3-hydroxy-4-methyl-N-[3-methyl-4-(1H-pyrrolo[2,3-b]pyridin-4-yl)phenyl]pentanamide N[C@@H](C(=O)NC1=CC(=C(C=C1)C1=C2C(=NC=C1)NC=C2)C)[C@H](C(C)C)O